CC1(C(OC(C1=O)(C)C)=O)C 3,3,5,5-tetramethyltetrahydrofuran-2,4-dione